((2r,4S,5S)-2-((S)-1-(4-fluorophenyl)-1,2,3,4-tetrahydroisoquinoline-2-carbonyl)-5-hydroxytetrahydro-2H-pyran-4-yl)carbamic acid tert-butyl ester C(C)(C)(C)OC(N[C@H]1C[C@@H](OC[C@H]1O)C(=O)N1[C@H](C2=CC=CC=C2CC1)C1=CC=C(C=C1)F)=O